NC=1C=C(C=C(C1)C(F)(F)F)[C@@H](C)NC1=CN=CC2=CN=C(C=C12)N1CCN(CC1)CC (R)-N-(1-(3-amino-5-(trifluoromethyl)phenyl)ethyl)-6-(4-ethylpiperazin-1-yl)-2,7-naphthyridin-4-amine